CS(=O)(=O)C1=CC=C(N1)C(=O)O 5-(methylsulfonyl)-1H-pyrrole-2-carboxylic acid